4-(4-chloro-2-hydroxy-N-methyl-anilino)piperidine-1-carboxylic acid tert-butyl ester C(C)(C)(C)OC(=O)N1CCC(CC1)N(C1=C(C=C(C=C1)Cl)O)C